N1(CCCCC1)C(=O)C=1C=NN2C1C=C(C=C2)C2=CNC=1N=C(N=CC12)NCC1(CC1)C(F)(F)F piperidin-1-yl(5-(2-(((1-(trifluoromethyl)cyclopropyl)methyl)amino)-7H-pyrrolo[2,3-d]pyrimidin-5-yl)pyrazolo[1,5-a]pyridin-3-yl)methanone